(S)-2-amino-3-[4-(1,3,6-trimethyl-2,4-dioxo-1,2,3,4-tetrahydropyrimidin-5-yl)phenyl]propionic acid methyl ester hydrochloride salt Cl.COC([C@H](CC1=CC=C(C=C1)C=1C(N(C(N(C1C)C)=O)C)=O)N)=O